ICC(=O)OC1CCC2(C3CCC4(C(CCC4C3CC=C2C1)C(C)CCCC(C)C)C)C 10,13-dimethyl-17-(6-methylheptan-2-yl)-2,3,4,7,8,9,10,11,12,13,14,15,16,17-tetradecahydro-1H-cyclopenta[a]phenanthren-3-yl 2-iodoacetate